2,3-dichloro-N-(2,4-difluoro-3-((6-(3-((3-oxopropyl)sulfonyl)-1H-indol-1-yl)pyrido[3,2-d]pyrimidin-4-yl)amino)phenyl)benzenesulfonamide ClC1=C(C=CC=C1Cl)S(=O)(=O)NC1=C(C(=C(C=C1)F)NC=1C2=C(N=CN1)C=CC(=N2)N2C=C(C1=CC=CC=C21)S(=O)(=O)CCC=O)F